bis(dibutylamino)methyl-(3-isopropenylphenyl)silane tert-butyl-(1-(2-hydroxyacetyl)piperidin-4-yl)carbamate C(C)(C)(C)N(C(O)=O)C1CCN(CC1)C(CO)=O.C(CCC)N(CCCC)C(N(CCCC)CCCC)[SiH2]C1=CC(=CC=C1)C(=C)C